C(C)(C)(C)OC(=O)N1N=C(C=C1C1CC1)NC(C(C)N1N=CC(=C1)Br)=O 3-(2-(4-Bromo-1H-pyrazol-1-yl)propanamido)-5-cyclopropyl-1H-pyrazole-1-carboxylic acid tert-butyl ester